1-[2-[1-[4-[(2,6-dioxo-3-piperidyl)amino]-2-fluoro-phenyl]-4-piperidyl]ethyl]piperidine-4-carboxylic acid O=C1NC(CCC1NC1=CC(=C(C=C1)N1CCC(CC1)CCN1CCC(CC1)C(=O)O)F)=O